COC1=CC=CC(=N1)P(C)(C)=O 6-methoxypyridin-2-yl-dimethylphosphine oxide